N1(CCCCCC1)CCOC1=NC=CC2=CC=C(C=C12)Cl 1-(2-(Azepan-1-yl)ethoxy)-7-chloroisoquinoline